C1(CC1)C1=CC(=C(C=C1)C1(CC1)C(=O)OC)OC methyl 1-(4-cyclopropyl-2-methoxyphenyl)cyclopropane-1-carboxylate